ClCC1=NN(C=C1F)C1OCCCC1 (chloromethyl)-4-fluoro-1-(tetrahydro-2H-pyran-2-yl)-1H-pyrazole